O(C=1C(C(=C(N(C1)C=CCCCCCCCCCCCCCCCC)C=O)O)=O)C=1C(C(=C(N(C1)C=CCCCCCCCCCCCCCCCC)C=O)O)=O 5,5'-oxybis(N-octadecenyl-2-formyl-3-hydroxypyridin-4-one)